rac-6,7-difluoro-1,2-dimethyl-2-(trifluoromethyl)-1,2-dihydro-4H-furo[2,3-c]Chromen-4-one FC1=C(C=CC=2C3=C(C(OC12)=O)OC(C3C)(C(F)(F)F)C)F